(4-((6,7-dimethoxyquinazolin-4-yl)oxy)phenyl)-N-(4-methoxyphenyl)-2-oxoacetamide COC=1C=C2C(=NC=NC2=CC1OC)OC1=CC=C(C=C1)C(C(=O)NC1=CC=C(C=C1)OC)=O